C1S(CCC2=CC=CC=C12)=O isothiochromane 2-oxide